C(#N)C=1N=C(N(C1)COCC[Si](C)(C)C)C(=O)O[K] [4-cyano-1-(2-trimethylsilylethoxymethyl)imidazole-2-carbonyl]oxypotassium